CS(=O)(=O)N1C(=C(C=C1C)C)C(=O)O 1-methylsulfonyl-3,5-dimethyl-pyrrole-2-carboxylic acid